[N]Cl nitrogen monochloride